4-ethynyl-phenylboronic acid C(#C)C1=CC=C(C=C1)B(O)O